CO.[NH+]1=CC=CC=C1 pyridinium methanol